N-Fmoc-N'-[1-(4,4-dimethyl-2,6-dioxocyclohexylidene)ethyl]-lysine C(=O)(OCC1C2=CC=CC=C2C2=CC=CC=C12)N[C@@H](CCCCNC(C)=C1C(CC(CC1=O)(C)C)=O)C(=O)O